ClC1=NC=CC(=C1)[C@@H]1C[C@@](CC1)(C(=O)O)CCC cis-3-(2-chloropyridin-4-yl)-1-propylcyclopentane-1-carboxylic acid